2-Nitro-thiophene [N+](=O)([O-])C=1SC=CC1